C(CCC)OC1=NC(=CC(=C1C(=O)NCC1=CC(=CC=C1)F)C)N1CCOCC1 2-Butoxy-N-[(3-fluorophenyl)-methyl]-4-methyl-6-morpholin-4-yl-pyridine-3-carboxylic acid amide